2-((2-((3,4-dimethoxyphenyl)amino)-2-oxoethyl)thio)-1H-imidazole-4-carboxamide COC=1C=C(C=CC1OC)NC(CSC=1NC=C(N1)C(=O)N)=O